(R)-2-(6-(5-chloro-2-(isopropylamino)pyrimidin-4-yl)-4-oxopyrrolo[2,1-f][1,2,4]triazin-3(4H)-yl)-N-((S)-1-(3-fluoro-5-methoxyphenyl)-2-hydroxyethyl)propionamide ClC=1C(=NC(=NC1)NC(C)C)C=1C=C2C(N(C=NN2C1)[C@@H](C(=O)N[C@H](CO)C1=CC(=CC(=C1)OC)F)C)=O